(2-(4-chlorophenyl)-2-methylpropanoyl)-L-valyl-D-glutamic acid ClC1=CC=C(C=C1)C(C(=O)N[C@@H](C(C)C)C(=O)N[C@H](CCC(=O)O)C(=O)O)(C)C